5-(2-ethyl-7,7-dimethyl-2-norbornyloxycarbonyl)-bicyclo[2.2.1]hept-2-ene C(C)C1(C2CCC(C1)C2(C)C)OC(=O)C2C1C=CC(C2)C1